[Fe].[Cr] chromium-iron